triallyl-benzene-1,3,5-tricarboxylic acid C(C=C)C1=C(C(=C(C(=C1C(=O)O)CC=C)C(=O)O)CC=C)C(=O)O